(2R,4S)-N-((S)-1-((4-carbamimidoylbenzyl)amino)-1-oxopropan-2-yl)-4-(3-chloro-4-fluorobenzyl)pyrrolidine-2-carboxamide C(N)(=N)C1=CC=C(CNC([C@H](C)NC(=O)[C@@H]2NC[C@H](C2)CC2=CC(=C(C=C2)F)Cl)=O)C=C1